[(3R,4S,5R)-3-[(tert-butyldimethylsilyl)oxy]-4-fluoro-5-(5-fluoro-2,4-dioxo-3H-pyrimidin-1-yl)-2-[(trifluoromethanesulfonyloxy)-methyl]oxolan-2-yl]methyl trifluoromethanesulfonate FC(S(=O)(=O)OCC1(O[C@H]([C@H]([C@@H]1O[Si](C)(C)C(C)(C)C)F)N1C(NC(C(=C1)F)=O)=O)COS(=O)(=O)C(F)(F)F)(F)F